F[C@]1(CN(CC[C@H]1O)C1=NC=CC(=N1)NC=1C=C2C(=CN=CC2=CN1)C(C)C)C 6-((2-((3S,4R)-3-fluoro-4-hydroxy-3-methylpiperidin-1-yl)pyrimidin-4-yl)amino)-4-isopropyl-2,7-naphthyridine